6-((1R,5S)-3-acetyl-3-azabicyclo[3.1.0]hex-1-yl)-4-(((R)-1-(3-(difluoromethyl)-2-fluorophenyl)ethyl)amino)-2-methyl-2,6-dihydropyrido[3,4-d]pyridazine-1,7-dione C(C)(=O)N1C[C@]2(C[C@H]2C1)N1C=C2C(=NN(C(C2=CC1=O)=O)C)N[C@H](C)C1=C(C(=CC=C1)C(F)F)F